N,4-dimethylpyridine-3-carboxamide CNC(=O)C=1C=NC=CC1C